C(C)C=1C(=NN2C1C=C(C(=C2)OC)C2=NN=NN2)C(O)(C2=C(C=CC=C2)F)C2=C(C=CC=C2)F [3-Ethyl-6-methoxy-5-(1H-1,2,3,4-tetrazol-5-yl)pyrazolo[1,5-a]pyridin-2-yl]bis(2-fluorophenyl)methanol